N-(1-methylisopentyl)-N'-phenyl-p-phenylenediamine CC(CC(C)C)NC1=CC=C(C=C1)NC1=CC=CC=C1